N-methyl-N-((1R,3S)-2,2,3-trimethyl-3-((6-(1-methyl-1H-pyrazol-4-yl)pyrazolo[1,5-a]pyrazin-4-yl)oxy)cyclobutyl)acrylamide CN(C(C=C)=O)[C@H]1C([C@](C1)(OC=1C=2N(C=C(N1)C=1C=NN(C1)C)N=CC2)C)(C)C